(Sa)-5-(bicyclo[1.1.1]pentane-1-carbonylsulfamoyl)-N-[6-(5-chloro-1,3-benzoxazol-2-yl)spiro[3.3]heptan-2-yl]furan-2-carboxamide C12(CC(C1)C2)C(=O)NS(=O)(=O)C2=CC=C(O2)C(=O)NC2CC1(C2)CC(C1)C=1OC2=C(N1)C=C(C=C2)Cl